[Co].[Bi].C(C1=CC=CC=C1)N(C(S)=S)CC1=CC=CC=C1 dibenzyl-dithiocarbamic acid bismuth cobalt